Dimethylaminoethyl Methacrylat C(C(=C)C)(=O)OCCN(C)C